ClC=1C=C(C=CC1F)[C@@H]1CN2[C@H](CO1)CN(CC2)C(=O)C2=C(C(=CC=C2)C2=NC=CC=C2)Cl [(3R,9aS)-3-(3-chloro-4-fluoro-phenyl)-3,4,6,7,9,9a-hexahydro-1H-pyrazino[2,1-c][1,4]oxazin-8-yl]-[2-chloro-3-(2-pyridyl)phenyl]methanone